C(#N)C=1C=NN2C1C(=CC(=C2)C=2C=NN(C2)[C@@H]2CN(CCC2)C(=O)OC(C)(C)C)SC=2C=CC=C1C=NN(C21)COCC[Si](C)(C)C T-Butyl (3S)-3-[4-[3-cyano-4-[1-(2-trimethylsilylethoxymethyl)indazol-7-yl]sulfanyl-pyrazolo[1,5-a]pyridin-6-yl]pyrazol-1-yl]piperidine-1-carboxylate